FC=1C=C(C=NC1)S(=O)(=O)N1CC(N(CC1)C1=CC(=CC(N1)=O)N1C(COCC1)C)C(F)(F)F 6-[4-[(5-Fluoro-3-pyridyl)sulfonyl]-2-(trifluoromethyl)piperazin-1-yl]-4-(3-methylmorpholin-4-yl)-1H-pyridin-2-one